S-Methyl methanesulfonothioate CS(=O)(SC)=O